4-[cyclopropyl-[4-(5,6,7,8-tetrahydro-1,8-naphthyridin-2-yl)butyl]amino]-2-[(3,4-dichlorophenyl)methoxycarbonylamino]butanoic acid C1(CC1)N(CCC(C(=O)O)NC(=O)OCC1=CC(=C(C=C1)Cl)Cl)CCCCC1=NC=2NCCCC2C=C1